C(O[C@H]1C[C@H](CC1)C1=NN(C(=C1)NC(=O)OCC1=CC=CC=C1)C(C)(C)C)(OC1=CC=C(C=C1)[N+](=O)[O-])=O (1R,3S)-3-(5-{[(benzyloxy)carbonyl]amino}-1-tert-butylpyrazol-3-yl)cyclopentyl 4-nitrophenyl carbonate